CC=1N=CSC1C=O 4-methyl-1,3-thiazole-5-carbaldehyde